C(C)(C)(C)N\C=C/1\C(OC2=C(C1=O)C=CC=C2)CC2=CN=C(O2)C=2SC=CC2 (Z)-3-((tert-butylamino)methylene)-2-((2-(thiophen-2-yl)oxazol-5-yl)methyl)benzopyran-4-one